(E)-1-(4-(benzyloxy)phenyl)-3-(dimethylamino)prop-2-en-1-one C(C1=CC=CC=C1)OC1=CC=C(C=C1)C(\C=C\N(C)C)=O